C(C1=CC=CC=C1)OCCCCCCNC=1C(=C(C(=CC1)Br)C)N N1-[6-(benzyloxy)hexyl]-4-bromo-3-methylbenzene-1,2-diamine